4-(2-nitro-[1,1'-biphenyl]-4-yl)-1H-pyrazole [N+](=O)([O-])C1=C(C=CC(=C1)C=1C=NNC1)C1=CC=CC=C1